6,8-dichloro-2,3-dimethyl-pyrido[3,2-d]pyrimidin-4-one ClC=1C=C(C=2N=C(N(C(C2N1)=O)C)C)Cl